C(#C)C1=C(C=CC=C1)C1=CC(=CC(=C1)C1=C(C=CC=C1)C#C)C1=C(C=CC=C1)C#C 1,3,5-tris(ethynylphenyl)benzene